5-bromo-2-(difluoromethoxy)phenyl-6-chloro-1H-pyrazolo[4,3-c]pyridin-3-yl-N3,N3-dimethylpropane-1,3-diamine BrC=1C=CC(=C(C1)C(CCN(C)C)(N)C1=NNC2=C1C=NC(=C2)Cl)OC(F)F